(didecylphenyl) carbamate C(N)(OC1=C(C(=CC=C1)CCCCCCCCCC)CCCCCCCCCC)=O